Cl.NC(C=1C=CC(=C(C1)NC(=O)C1=CC(=NN1C1=CC(=CC=C1)C#N)C(F)(F)F)F)C1=CC=CC=C1 (-)-N-(5-(amino(phenyl)methyl)-2-fluorophenyl)-1-(3-cyanophenyl)-3-(trifluoromethyl)-1H-pyrazole-5-carboxamide hydrochloride